N-[1-[3-(3-cyanophenyl)quinoxalin-2-yl]pyrrolidin-3-yl]-4-hydroxy-butanamide C(#N)C=1C=C(C=CC1)C=1C(=NC2=CC=CC=C2N1)N1CC(CC1)NC(CCCO)=O